FC1=C(C=C2C=CC(N(C2=C1)C1=C(C=C(C(=C1)F)SC(F)(F)F)OC)=O)S(=O)(=O)NC1=NC=CC=N1 (P)-7-fluoro-1-(5-fluoro-2-methoxy-4-((trifluoromethyl)thio)phenyl)-2-oxo-N-(pyrimidin-2-yl)-1,2-dihydroquinoline-6-sulfonamide